CC1=C(C(=CC(=C1)C)C)S(=O)(=O)[O-].N[N+]1=CC(=CC(=C1)OC)Br amino-3-bromo-5-methoxypyridin-1-ium 2,4,6-trimethylbenzenesulfonate